5-chloro-4-(3-isopropyl-6-methyl-3H-thieno[2,3-d]imidazol-5-yl)-N-(5-(1-methylpiperidin-3-yl)pyridin-2-yl)pyrimidin-2-amine ClC=1C(=NC(=NC1)NC1=NC=C(C=C1)C1CN(CCC1)C)C1=C(C2=C(N(C=N2)C(C)C)S1)C